4-(3-(4-fluorophenyl)-5-(1-hydroxyethyl)-7-methylquinolin-2-yl)picolinonitrile FC1=CC=C(C=C1)C=1C(=NC2=CC(=CC(=C2C1)C(C)O)C)C1=CC(=NC=C1)C#N